C1(=CC(=CC=C1)C=1C(=O)NC(C1)=O)C=1C(=O)NC(C1)=O (1,3-phenylene)bismaleimide